N-(5-cyano-4-((1R,2R)-2-methoxycyclobutoxy)pyridin-2-yl)-7-formyl-6-(((R)-3-methoxy-2-carbonylpyrrolidin-1-yl)methyl)-3,4-dihydro-1,8-naphthyridine-1(2H)-carboxamide C(#N)C=1C(=CC(=NC1)NC(=O)N1CCCC2=CC(=C(N=C12)C=O)CN1C([C@@H](CC1)OC)=C=O)O[C@H]1[C@@H](CC1)OC